2-(azetidin-3-yloxy)-5-bromopyridine N1CC(C1)OC1=NC=C(C=C1)Br